NC=1C(=NC2=CC(=CC=C2C1C1=C(C(=CC=C1C)O)C)F)C(=O)N 3-Amino-7-fluoro-4-(3-hydroxy-2,6-dimethylphenyl)quinoline-2-carboxamide